C(CCCCCCCCC)C1=CC=C(C(=O)O)C=C1 p-decyl-benzoic acid